2-(4-hydroxyoxan-4-yl)quinolin OC1(CCOCC1)C1=NC2=CC=CC=C2C=C1